IC1=CC=C(C=C1)N1N=NC(=C1)CN1C(=NC=C1)[C@H](C)OC1OCCCC1 1-(4-iodophenyl)-4-((2-((1S)-1-((tetrahydro-2H-pyran-2-yl)oxy)ethyl)-1H-imidazol-1-yl)methyl)-1H-1,2,3-triazole